(S)-(6-phenyl-3-(3-(4-(trifluoromethyl)thiazol-2-yloxy)pyrrolidin-1-yl)pyridin-2-yl)methanol C1(=CC=CC=C1)C1=CC=C(C(=N1)CO)N1C[C@H](CC1)OC=1SC=C(N1)C(F)(F)F